C(CCCC\C=C\CCCCCC)CC(=O)O.C(C)(C)(C)N1CCN(CC1)C1=C(C=CC(=C1)S(=O)(=O)C1=CNC2=CC=C(C=C12)F)OC tert-butyl-4-(5-((5-fluoro-1H-indol-3-yl)sulfonyl)-2-methoxyphenyl)piperazine (E)-6-Tridecenyl-acetate